C12CN(CC(N1)C2)C=2OC1=C(N2)C(=CC=C1C=1SC=CN1)OC(CC(C)(O)C)(F)F 4-((2-(3,6-diazabicyclo[3.1.1]heptan-3-yl)-7-(thiazol-2-yl)benzo[d]oxazol-4-yl)oxy)-4,4-difluoro-2-methylbutan-2-ol